C(CCCCCCC\C=C/C\C=C/CCCCC)OC(CCCN(CCCC(=O)OCCCCCCCC\C=C/C\C=C/CCCCC)CCCNCCCC(=C=O)OCCCCCCCC\C=C/C\C=C/CCCCC)=O di((9Z,12Z)-octadec-9,12-dien-1-yl)4,4'-((3-((4-(((9Z,12Z)-octadec-9,12-dien-1-yl)oxy)-4-carbonylbutyl)amino)propyl)azanediyl)dibutyrate